1-(4-((4-((5-(benzofuran-3-yl)-2-methoxyphenyl)amino)-7-methoxyquinazolin-6-yl)oxy)piperidin-1-yl)prop-2-en-1-one O1C=C(C2=C1C=CC=C2)C=2C=CC(=C(C2)NC2=NC=NC1=CC(=C(C=C21)OC2CCN(CC2)C(C=C)=O)OC)OC